C(C)(C)N1C(CCC(C1)(C)C)=O 1-isopropyl-5,5-dimethyl-2-piperidone